CS(=O)(=O)C1=CC=C(C=C1)C(=C1CCN(CC1)C(=O)OC(C)(C)C)C1=CC=CC=C1 tert-Butyl 4-[(4-(methylsulfonyl)phenyl)(phenyl)methylene]piperidine-1-carboxylate